4-(5-methyl-2-((1-methyl-1H-pyrazol-5-yl)amino)pyrimidin-4-yl)-N-((3-methylcyclohexyl)methyl)oxazole-2-carboxamide CC=1C(=NC(=NC1)NC1=CC=NN1C)C=1N=C(OC1)C(=O)NCC1CC(CCC1)C